IC=1C(N(C=C(C1)C)CCCC(=O)OC)=O methyl 4-(3-iodo-5-methyl-2-oxopyridin-1-yl)butanoate